(3S)-1-(6-bromo-3-pyridyl)piperidin BrC1=CC=C(C=N1)N1CCCCC1